N-cyclopentyl-N-((1-ethyl-1,2,3,4-tetrahydroquinolin-6-yl)methyl)-4-nitrobenzenesulfonamide C1(CCCC1)N(S(=O)(=O)C1=CC=C(C=C1)[N+](=O)[O-])CC=1C=C2CCCN(C2=CC1)CC